ClC=1N=C(N2C1C(=CC(=C2)S(=O)(=O)NC2(CC2)CF)N2C[C@@H](NCC2)C)C=2SC(=NN2)C(F)F (S)-1-chloro-3-(5-(difluoromethyl)-1,3,4-thiadiazol-2-yl)-N-(1-(fluoromethyl)cyclopropyl)-8-(3-methylpiperazin-1-yl)imidazo[1,5-a]pyridine-6-sulfonamide